C[C@H](CCC=C(C)C)[C@H]1CC=C2[C@@]1(CCC3=C2CC[C@@H]4[C@@]3(CC[C@@H](C4(C)C)O)C)C The molecule is a 3beta-sterol and a Delta(14) steroid. It has a role as a human metabolite, a Saccharomyces cerevisiae metabolite and a mouse metabolite. It derives from a hydride of a 5alpha-cholestane.